Cl.COC1=C(C=C(C=C1)C(C)C)C=1C=C2C(=NNC2=CC1)NC(=O)C1CCN(CC1)C N-{5-[2-methoxy-5-(prop-2-yl)phenyl]-1H-indazol-3-yl}-1-methylpiperidine-4-carboxamide hydrochloride